COCCOC1=CC=C(C=C1)N1[C@@H]2CN(C[C@H](C1)CC2(C)C)C(=O)OC(C)(C)C tert-butyl (1s,5s)-6-(4-(2-methoxyethoxy) phenyl)-9,9-dimethyl-3,6-diazabicyclo[3.2.2]nonane-3-carboxylate